(2s,4s)-N-(4-chloro-3-(trifluoromethyl)phenyl)-4-(4-(5-(morpholine-4-carbonyl)pyridin-3-yl)-1H-1,2,3-triazol-1-yl)pyrrolidine-2-carboxamide ClC1=C(C=C(C=C1)NC(=O)[C@H]1NC[C@H](C1)N1N=NC(=C1)C=1C=NC=C(C1)C(=O)N1CCOCC1)C(F)(F)F